3-bromo-5-chlorobenzoic acid chloride BrC=1C=C(C(=O)Cl)C=C(C1)Cl